FC1([C@H](C1)C1=NNC(=C1)NC(C(C)C=1C=NN(C1)C1=CC(=CC(=C1)F)F)=O)F N-(3-((R)-2,2-difluorocyclopropyl)-1H-pyrazol-5-yl)-2-(1-(3,5-difluorophenyl)-1H-pyrazol-4-yl)propanamide